N,N'-bis(naphthalen-1-yl)-N,N'-bis(phenyl)-2,2'-dimethyl-benzidine C1(=CC=CC2=CC=CC=C12)N(C1=CC(=C(C=C1)C1=C(C=C(N(C2=CC=CC=C2)C2=CC=CC3=CC=CC=C23)C=C1)C)C)C1=CC=CC=C1